monophenol glycolate trifluoroborate B(F)(F)F.C(CO)(=O)O.C1(=CC=CC=C1)O